FC1(CN(C1)C=1OC2=C(C=C(C=C2C(C1)=O)C)C(C)NC1=C(C(=O)O)C=CC=C1)F 2-[1-[2-(3,3-Difluoroazetidin-1-yl)-6-methyl-4-oxo-chromen-8-yl]ethylamino]benzoic acid